C(C)(C)(C)N(C(O)=O)[C@@H](COC)C1=CC=C(C=C1)C#C[Si](C)(C)C.C(C)N1C=NC=C1 ethyl-1H-imidazole (R)-tert-butyl-(2-methoxy-1-(4-((trimethylsilyl)ethynyl)phenyl)ethyl)carbamate